1-[2-cyano-4-(trifluoromethyl)phenyl]-N-[(2S)-1-(dimethylamino)propan-2-yl]-4-{2'-ethoxy-3-fluoro-[2,3'-bipyridinyl]-5-yl}piperidine-4-carboxamide C(#N)C1=C(C=CC(=C1)C(F)(F)F)N1CCC(CC1)(C(=O)N[C@H](CN(C)C)C)C=1C=C(C(=NC1)C=1C(=NC=CC1)OCC)F